3-o-tolylurea C1(=C(C=CC=C1)NC(N)=O)C